C(#N)C1=CC(=NC=C1)N1C=C(C2=C1N=CN=C2N2[C@H](CN(CC2)C(=O)OC(C)(C)C)C)N2CCOCC2 tert-Butyl (S)-4-(7-(4-cyanopyridin-2-yl)-5-morpholino-7H-pyrrolo[2,3-d]pyrimidin-4-yl)-3-methylpiperazine-1-carboxylate